C(C=C)(=O)N1[C@H](CN(C[C@H]1C)C1=NC(N2C3=C(C(=C(C=C13)C(F)(F)F)C1=NC=C(C=C1F)F)SC[C@H](C2)OC)=O)C (3S)-8-((3S,5R)-4-Acryloyl-3,5-dimethylpiperazin-1-yl)-11-(3,5-difluoropyridin-2-yl)-3-methoxy-10-(trifluoromethyl)-3,4-dihydro-2H,6H-[1,4]thiazepino[2,3,4-ij]quinazolin-6-one